N-ethyl-fumaric acid amide C(C)NC(\C=C\C(=O)O)=O